C(C)(C)(C)OC(=O)N1CC2(C1)CN(C2)CC2=C(C=C(C=C2)F)C(F)(F)F 6-(4-fluoro-2-(trifluoromethyl)benzyl)-2,6-diazaspiro[3.3]heptane-2-carboxylic acid tert-butyl ester